S(=O)(=O)(O)C1=CC=CC=C1.C(C)N(C(C1=C(C=CC(=C1)F)OC1=C(N=CN=N1)N1CC2(CN(C2)[C@@H](C(C)C)CCCN(C)CCOC)CC1)=O)C(C)C (R)-N-ETHYL-5-FLUORO-N-ISOPROPYL-2-((5-(2-(6-((2-METHOXYETHYL)(METHYL)AMINO)-2-METHYLHEXAN-3-YL)-2,6-DIAZASPIRO[3.4]OCTAN-6-YL)-1,2,4-TRIAZIN-6-YL)OXY)BENZAMIDE BESYLATE SALT